COC=1C=C2N=C3CCCCC3=NC2=CC1 7-methoxy-1,2,3,4-tetrahydrophenazine